FC1=C(OC=2C=CC(=NC2)C(C(=O)N)C)C=CC(=C1)F (5-(2,4-difluorophenoxy)pyridin-2-yl)propanamide